CN(C1CCC2=CC(=CC=C12)C#N)C=1C=C2C(=NNC2=CC1)C1=CN=CO1 1-{methyl-[3-(1,3-oxazol-5-yl)-1H-indazol-5-yl]amino}-2,3-dihydro-1H-indene-5-carbonitrile